3,5,7-trihydroxy-2-(6-((3-(5-methyl-1H-imidazol-1-yl)propyl)amino)-1H-indol-5-yl)-4H-benzopyran-4-one OC1=C(OC2=C(C1=O)C(=CC(=C2)O)O)C=2C=C1C=CNC1=CC2NCCCN2C=NC=C2C